C(C)(C)N1C2=NC(=NC(=C2N=C1)NCCN1C(NC2=C1C=CC=C2)=O)C=2C=NC=CC2 1-(2-(9-isopropyl-2-(pyridin-3-yl)-9H-purin-6-ylamino)ethyl)-1H-benzo[d]imidazol-2(3H)-one